3-(2-(Acetoxymethoxy)-2,2-diphenylacetoxy)spiro[bicyclo[3.2.1]octane-8,1-pyrrolidin]-8-ium formate C(=O)[O-].C(C)(=O)OCOC(C(=O)OC1CC2CCC(C1)[N+]21CCCC1)(C1=CC=CC=C1)C1=CC=CC=C1